2-((2S,4S)-1-acryloyl-4-(8-chloro-7-(8-chloronaphthalen-1-yl)-4-(3-(dimethylamino)azetidin-1-yl)-6-fluoro-1H-imidazo[4,5-c]quinolin-1-yl)piperidin-2-yl)acetonitrile C(C=C)(=O)N1[C@@H](C[C@H](CC1)N1C=NC=2C(=NC=3C(=C(C(=CC3C21)Cl)C2=CC=CC1=CC=CC(=C21)Cl)F)N2CC(C2)N(C)C)CC#N